O1[C@H](CCC1)CC(CCC=C)S(=O)(=O)N ((R)-TETRAHYDROFURAN-2-YL)HEX-5-ENE-2-SULFONAMIDE